CN(CCOC(=O)OC(CCCOC(C(OCCCCCCC)OCCCCCCC)=O)CCCCCCCCC=CCC=CCCCCC)C 4-(((2-(dimethylamino)ethoxy)carbonyl)oxy)docosa-13,16-dien-1-yl-2,2-bis(heptyloxy)acetate